1-(5-hexyl-3,6-dimethoxypyridin-2-yl)propan-2-amine C(CCCCC)C=1C=C(C(=NC1OC)CC(C)N)OC